ClC=1C=C(C=CC1)C1=CC(=CC=C1)C1=CC=CC2=C1C1=CC=CC=C1C21C2=CC=CC=C2OC=2C=CC=CC12 4-(3'-chloro-[1,1'-biphenyl]-3-yl)spiro[fluorene-9,9'-xanthene]